C[Si]1(CCC(CC1)N1C(=CC2=C1N=C(S2)C2=C(C=CC=C2)F)C(=O)N)C (1,1-dimethylsilinan-4-yl)-2-(2-fluorophenyl)-4H-pyrrolo[2,3-d]thiazole-5-carboxamide